FC1=C(C=C(C(=C1)C(=O)N1CCCCC1)OC(C)C)C1=NC=2C=CNC(C2C(=C1)NC1=NC=C(C=C1)N1CCC(CC1)O)=O 2-[2-fluoro-5-isopropoxy-4-(piperidine-1-carbonyl)phenyl]-4-[[5-(4-hydroxy-1-piperidyl)-2-pyridyl]amino]-6H-1,6-naphthyridin-5-one